C(=O)(OC(C)(C)C)N1CC2C(C1)CC(C2)NC N-(2-Boc-hexahydrocyclopenta[c]pyrrol-5-yl)-methylamine